BrCCCCOC=1C=CC(=C2C=CC=NC12)C1=CC2=C(OCO2)C=C1 8-(4-bromobutoxy)-5-(benzo[d][1,3]dioxol-5-yl)quinoline